2-Tetradecyl-1-octadecyl acrylate C(C=C)(=O)OCC(CCCCCCCCCCCCCCCC)CCCCCCCCCCCCCC